OC(C(=O)C1=CC=C(C=C1)CC1=CC=C(C=C1)C(C(C)(C)O)=O)(C)C 2-hydroxy-1-[4-[4-(2-Hydroxy-2-methylpropionyl)benzyl]phenyl]-2-methylpropan-1-one